C(=O)C1=CC=C(CC23C4C5C6(C(C25)C3C64)NC(OC(C)(C)C)=O)C=C1 tert-butyl ((2r,3R,4s,5S)-4-(4-formylbenzyl)cuban-1-yl)carbamate